6-[4-(4,6-diamino-1,3,5-triazin-2-yl)phenyl]-1,3,5-Triazine-2,4-diamine NC1=NC(=NC(=N1)N)C1=CC=C(C=C1)C1=NC(=NC(=N1)N)N